3'',5,5''-tris(1,1-dimethylethyl)-5'-octyl-[1,1':3',1''-terphenyl] CC(C)(C)C=1C=C(C=C(C1)C(C)(C)C)C=1C=C(C=C(C1)CCCCC(CCC)C(C)(C)C)C1=CC=CC=C1